ClC=1C=C(C=C(C1)F)N1N=C(N=C1CN1C(N(C(=C1)C1=CC=C(C=C1)Cl)C[C@@H](C(F)(F)F)O)=O)[C@H](C)O 1-((1-(3-chloro-5-fluorophenyl)-3-((S)-1-hydroxyethyl)-1H-1,2,4-triazol-5-yl)methyl)-4-(4-chlorophenyl)-3-((S)-3,3,3-trifluoro-2-hydroxypropyl)-1,3-dihydro-2H-imidazol-2-one